NC=1N=C(C2=C(N1)C=CN(C2=O)CC2=CC=C(C=C2)C(=O)N2CCNCC2)N[C@H](CO)CCC (S)-2-amino-4-((1-hydroxypentan-2-yl)amino)-6-(4-(piperazine-1-carbonyl)benzyl)pyrido[4,3-d]pyrimidin-5(6H)-one